4-ethyl-6-(4-(neopentylamino)piperidin-1-yl)pyridine-3,5-dicarbonitrile C(C)C1=C(C=NC(=C1C#N)N1CCC(CC1)NCC(C)(C)C)C#N